(2S,4R)-1-(2-(3-acetyl-5-(2-methylpyrimidin-5-yl)-1H-indazol-1-yl)acetyl)-N-(1-ethyl-1H-pyrazol-3-yl)-fluoropyrrolidine-2-carboxamide C(C)(=O)C1=NN(C2=CC=C(C=C12)C=1C=NC(=NC1)C)CC(=O)N1[C@](CCC1)(C(=O)NC1=NN(C=C1)CC)F